tert-butyl 2-((5-((4-chlorophenyl)difluoromethyl)-1,2,4-oxadiazol-3-yl)methyl)acrylate ClC1=CC=C(C=C1)C(C1=NC(=NO1)CC(C(=O)OC(C)(C)C)=C)(F)F